4-(5-(methoxycarbonyl)-2-oxo-4-(((trifluoromethyl)sulfonyl)oxy)pyridin-1(2H)-yl)piperazine COC(=O)C=1C(=CC(N(C1)N1CCNCC1)=O)OS(=O)(=O)C(F)(F)F